NC1=NC=CC=C1O[C@@H]([C@@H](C(=O)O)NC(=O)OC(C)(C)C)C (2S,3R)-3-(2-Aminopyridin-3-yloxy)-2-(tert-butoxycarbonylamino)butyric acid